FC(OC1=NNC2=C1C(=NC=C2)C2=CC(=C(C=C2)S(=O)(=O)COC)C)F 3-(difluoromethoxy)-4-[4-(methoxymethyl-sulfonyl)-3-methyl-phenyl]-1H-pyrazolo[4,3-c]pyridine